6-chloro-3-(6-methoxy-1-[[2-(trimethylsilyl)ethoxy]methyl]pyrazolo[3,4-b]pyridin-5-yl)-1-[[2-(trimethylsilyl)ethoxy]methyl]pyrrolo[2,3-b]pyridine ClC1=CC=C2C(=N1)N(C=C2C=2C=C1C(=NC2OC)N(N=C1)COCC[Si](C)(C)C)COCC[Si](C)(C)C